CN1N=CC(=C1C)NC(=O)OC(C)C1=CC=CC=C1 1,5-dimethyl-4-(1-phenylethoxycarbonylamino)pyrazol